3-(1H-1,2,3-Triazol-5-yl)propanoic acid N1N=NC=C1CCC(=O)O